tetramethyl-butylenediamine CN(CCCCN(C)C)C